N(=[N+]=[N-])I azidoiodide